C(C)(CC)C=1C(=C(C=C(C1)C(C)(C)C)N1N=C2C(=N1)C=CC=C2)O 2-(3'-sec-butyl-5'-tert-butyl-2'-hydroxyphenyl)benzotri-azole